[1-(5-chloro-2-hydroxy-3-pyridyl)-1,2,4-triazol-3-yl]-[(7S)-3-(3,5-difluorophenyl)-2,7-dimethyl-5,7-dihydro-4H-pyrazolo[3,4-c]pyridin-6-yl]methanone ClC=1C=C(C(=NC1)O)N1N=C(N=C1)C(=O)N1[C@H](C=2C(CC1)=C(N(N2)C)C2=CC(=CC(=C2)F)F)C